4-(3-(2-(dimethylamino)-ethyl)-5-methoxy-1H-indol-1-yl)-2,2-dimethyl-4-oxo-butanoic acid HCl salt Cl.CN(CCC1=CN(C2=CC=C(C=C12)OC)C(CC(C(=O)O)(C)C)=O)C